C1(CC1)N1C(CN(CC1)C(=O)OC(C)(C)C)=O tert-butyl 4-cyclopropyl-3-oxo-piperazine-1-carboxylate